C(C)(C)C1=C(OC=2C(=NC(=NC2)N)N)C=C(C=C1)OC 5-(2-Isopropyl-5-methoxy-phenoxy)-pyrimidine-2,4-diamine